C(#N)C(C(C1CCCCC1)C1CCCCC1)NS(=O)C(C)(C)C N-(1-cyano-2,2-dicyclohexylethyl)-2-methylpropane-2-sulfinamide